C(C(=C)C)(=O)OCCCCCCCCCOC(C=C)=O 9-(Acryloyloxy)-nonyl methacrylat